C(#N)C(CNC=1C(=CC=C2C=CC(=CC12)C1=CC=C(C(=N1)C(=O)NCC1CCN(CC1)C)F)OC)=C 6-{8-[(2-cyano-2-methylideneethyl)amino]-7-methoxynaphthalen-2-yl}-3-fluoro-N-[(1-methylpiperidin-4-yl)methyl]pyridine-2-carboxamide